1-(4-bromobenzyl)-4-phenylpyrimidine BrC1=CC=C(CN2CN=C(C=C2)C2=CC=CC=C2)C=C1